COC(=O)C=1N(C=C(C1)Br)CCCN 1-(3-aminopropyl)-4-bromo-1H-pyrrole-2-carboxylic acid methyl ester